BrC=1C=C2CC[C@H](C2=CC1)N[S@](=O)C(C)(C)C (R)-N-((R)-5-bromo-2,3-dihydro-1H-inden-1-yl)-2-methylpropane-2-sulfinamide